[N+](=O)(O)[O-].N[Co](N)(N)(N)N pentaaminocobalt nitrate